5-(5-Chloro-2-{[(3S)-3-(morpholin-4-ylmethyl)-3,4-dihydroisoquinolin-2(1H)-yl]carbonyl}phenyl)-N-(4-hydroxyphenyl)-1,2-dimethyl-N-(pyridin-4-yl)-1H-pyrrole-3-carboxamide hydrochloride Cl.ClC=1C=CC(=C(C1)C1=CC(=C(N1C)C)C(=O)N(C1=CC=NC=C1)C1=CC=C(C=C1)O)C(=O)N1CC2=CC=CC=C2C[C@H]1CN1CCOCC1